N-hydroxy-3-(2-isopropyl-[1,1'-biphenyl]-4-yl)benzo[c]isoxazole-5-carboxamide ONC(=O)C1=CC=2C(=NOC2C2=CC(=C(C=C2)C2=CC=CC=C2)C(C)C)C=C1